(2R,4R)-2-METHOXY-N,N-BIS(4-METHOXYBENZYL)OCT-7-ENE-4-SULFONAMIDE CO[C@H](C)C[C@@H](CCC=C)S(=O)(=O)N(CC1=CC=C(C=C1)OC)CC1=CC=C(C=C1)OC